COC1=CC=C(C=2SC(=CC21)C(=O)N(CCN2CCOCC2)CCC(=O)NC)C2=CC=NN2C 4-methoxy-7-(1-methyl-1H-pyrazol-5-yl)-N-(3-(methylamino)-3-oxopropyl)-N-(2-morpholinoethyl)benzo[b]thiophene-2-carboxamide